dimethoxydiphenylethanone COC(C(=O)C1=CC=CC=C1)(C1=CC=CC=C1)OC